OC(C(C(=O)O)NC(C(=O)O)CC(=O)O)C(=O)O 3-Hydroxy-2,2'-iminodisuccinic acid